C(C)(C)(C)C=1C=C(C=C(C1O)C(C)(C)C)CSCC1=CC(=C(C(=C1)C(C)(C)C)O)C(C)(C)C bis(3,5-di-tert-butyl-4-hydroxyphenylmethyl) sulfide